3-(4-fluorophenyl)-3-oxopropanoic acid FC1=CC=C(C=C1)C(CC(=O)O)=O